C(CC)OC1C(CCCC1)CN1C=[N+](C=C1)CC1C(CCCC1)OCCC 1,3-bis[(2-propoxycyclohex-1-yl)methyl]imidazolium